1-(7-((5-(1-(2,2-difluoroethyl)-2-methyl-1H-imidazo[4,5-b]pyridin-6-yl)pyrrolo[2,1-f][1,2,4]triazin-2-yl)amino)-2-azaspiro[3.5]nonan-2-yl)ethan-1-one FC(CN1C(=NC2=NC=C(C=C21)C=2C=CN1N=C(N=CC12)NC1CCC2(CN(C2)C(C)=O)CC1)C)F